(2-(3-cyclohexyl-4-methyl-2-oxo-2H-chromen-7-yloxy)ethoxy)-3-(benzenesulfonyl)-1,2,5-oxadiazol-2-oxide C1(CCCCC1)C=1C(OC2=CC(=CC=C2C1C)OCCOC=1C(=[N+](ON1)[O-])S(=O)(=O)C1=CC=CC=C1)=O